1-cyclobutyl-1H-1,2,3-triazole-4-carbaldehyde C1(CCC1)N1N=NC(=C1)C=O